(±)-2-(3-((5-Fluoro-2-(trifluoromethyl)phenoxy)methyl)pyrrolidin-1-yl)-6-methylpyrimidine-4-carboxylic Acid FC=1C=CC(=C(OC[C@H]2CN(CC2)C2=NC(=CC(=N2)C(=O)O)C)C1)C(F)(F)F |r|